[I-].OC1C[N+](CCC1)(C)C 3-hydroxy-1,1-dimethylpiperidin-1-ium iodide